N=S(=O)(C1=NC=CC=C1)C imino(methyl)(pyridine-2-yl)-λ6-sulfanone